tricyclo[5.2.1.02,6]decan-8-yl methacrylate C(C(=C)C)(=O)OC1C2C3CCCC3C(C1)C2